N=C(CC=CC)NCCC[C@H](N)C(=O)O L-N5-(1-imino-3-pentenyl)ornithine